O1CCC(CC1)OC1=CC=CC(=N1)C=O [6-(tetrahydro-2H-pyran-4-yloxy)pyridin-2-yl]methanone